FC(C(=O)O)(F)F.O1C=NC=C1C1=CC=C(C=C1)CN (4-(Oxazol-5-yl)phenyl)methanamine trifluoroacetate salt